6-(3-Chloro-6-(difluoromethoxy)-2-fluorophenyl)-N-(1-((S or R)-1-(5-methyl-6-((1R,5S)-2-oxo-3-azabicyclo[3.1.0]hexan-3-yl)pyridazin-3-yl)ethyl)-1H-pyrazol-4-yl)pyrazine-2-carboxamide ClC=1C(=C(C(=CC1)OC(F)F)C1=CN=CC(=N1)C(=O)NC=1C=NN(C1)[C@@H](C)C=1N=NC(=C(C1)C)N1C([C@@H]2C[C@@H]2C1)=O)F |o1:25|